N-(imidazo[1,2-a]pyridin-7-yl)-2-((2R,5S)-5-methyl-2-(2-(1-(pyrrolidin-1-yl)propan-2-yl)benzo[d]thiazol-5-yl)piperidin-1-yl)-2-oxoacetamide N=1C=CN2C1C=C(C=C2)NC(C(=O)N2[C@H](CC[C@@H](C2)C)C=2C=CC1=C(N=C(S1)C(CN1CCCC1)C)C2)=O